6-(5-chloropentyl)phenanthridine ethyl-2-(2-aminopyrimidin-4-yl)-2-methylpropionate C(C)OC(C(C)(C)C1=NC(=NC=C1)N)=O.ClCCCCCC=1N=C2C=CC=CC2=C2C=CC=CC12